tert-Butyl (S)-4-(((5-fluoro-6-(3-(5-(trifluoromethyl)pyridin-2-yl)morpholino)pyrimidin-4-yl)amino)methyl)piperidine-1-carboxylate FC=1C(=NC=NC1N1[C@H](COCC1)C1=NC=C(C=C1)C(F)(F)F)NCC1CCN(CC1)C(=O)OC(C)(C)C